O=C1NC(CCC1N1C(C2=CC=CC(=C2C1=O)NCCC(=O)OC(C)(C)C)=O)=O tert-butyl 3-{[2-(2,6-dioxopiperidin-3-yl)-1,3-dioxoisoindol-4-yl]amino}propanoate